8-(4-(difluoromethoxy)phenyl)-2-(2,2,2-trifluoroethylamino)-1,6-naphthyridin-7(6H)-one FC(OC1=CC=C(C=C1)C=1C(NC=C2C=CC(=NC12)NCC(F)(F)F)=O)F